C(C1=CC=CC=C1)OC=1C=C(C=CC1OC)C1=C(C=C(S1)C(=O)N1CCC(CC1)NCC1=CC=C(C=C1)/C=C/C(=O)NOC1OCCCC1)C1=CC(=C(C=C1)C#N)F (E)-3-(4-(((1-(5-(3-(benzyloxy)-4-methoxyphenyl)-4-(4-cyano-3-fluorophenyl)thiophene-2-carbonyl)piperidin-4-yl)amino)methyl)phenyl)-N-((tetrahydro-2H-pyran-2-yl)oxy)acrylamide